2-[7-(4-bromoindazol-2-yl)heptyl]isoindoline-1,3-dione BrC=1C2=CN(N=C2C=CC1)CCCCCCCN1C(C2=CC=CC=C2C1=O)=O